4-nitrophenyl 5-(((2-(butyrylthio)ethoxy)(pyridin-3-yloxy)phosphoryl)difluoromethyl)benzo[b]thiophene-2-carboxylate C(CCC)(=O)SCCOP(=O)(OC=1C=NC=CC1)C(C1=CC2=C(SC(=C2)C(=O)OC2=CC=C(C=C2)[N+](=O)[O-])C=C1)(F)F